tert-butyl 3-{[(benzyloxy)carbonyl]amino}-6-methylideneazepane-1-carboxylate C(C1=CC=CC=C1)OC(=O)NC1CN(CC(CC1)=C)C(=O)OC(C)(C)C